ThionylBromide S(=O)(Br)Br